(R)-5-(1-aminoethyl)pyridin-2-amine, hydrochloride Cl.N[C@H](C)C=1C=CC(=NC1)N